Benzyl 7-[(4,4-difluorocyclohexyl)sulfonylamino]-2-azaspiro[3.5]nonane-2-carboxylate FC1(CCC(CC1)S(=O)(=O)NC1CCC2(CN(C2)C(=O)OCC2=CC=CC=C2)CC1)F